2-(2-(4H-1,2,4-triazol-3-yl)pyridin-4-yl)-3-ethyl-5-(piperidin-4-yl)-1H-indole N=1N=C(NC1)C1=NC=CC(=C1)C=1NC2=CC=C(C=C2C1CC)C1CCNCC1